Methyl (S)-5-(4-(benzyloxy)phenyl)-2-((tert-butoxycarbonyl)amino)-5-oxopentanoate C(C1=CC=CC=C1)OC1=CC=C(C=C1)C(CC[C@@H](C(=O)OC)NC(=O)OC(C)(C)C)=O